C(=CC)N1[C@H](CCC1)CNC(N[C@@H](CC1=COC2=C1C=CC=C2)B(O)O)=O ((R)-1-(3-(((R)-1-propenylpyrrolidin-2-yl)methyl)ureido)-2-(benzofuran-3-yl)ethyl)boronic acid